HydrogenCyanide C#N